C1(CC1)OC1=C(C=CC(=C1)F)C(=O)N1CC2(C1)CC(C2)C2=NN(C(=C2)C)C2=C(C=C(C=C2)F)C (2-cyclopropoxy-4-fluorophenyl){6-[1-(5-fluoro-2-tolyl)-5-methyl-3-pyrazolyl]-2-aza-2-spiro[3.3]heptyl}methanone